(3R,4R,5R,6R)-4,5-dihydroxy-6-(hydroxymethyl)tetrahydro-2H-pyran-3-carboxylic acid O[C@@H]1[C@@H](CO[C@@H]([C@@H]1O)CO)C(=O)O